1-(((R)-1-(3-(difluoromethyl)-2-fluorophenyl)ethyl)amino)-4-oxo-3,4-dihydropyridine FC(C=1C(=C(C=CC1)[C@@H](C)NN1CCC(C=C1)=O)F)F